OC1=C(C=CC=C1)C1=CC2=C(N=N1)SC(=C2C)C2CCN(CC2)C2C(CC2)OC2=NOC(=C2)C(C(=O)O)C(C)C 2-[3-(2-{4-[3-(2-hydroxyphenyl)-5-methylthieno[2,3-c]pyridazin-6-yl]piperidin-1-yl}cyclobutoxy)-1,2-oxazol-5-yl]-3-methylbutanoic acid